5-(5-(2-methoxy-4-(3-(diethylamino)propylamino)phenylamino)-1H-pyrazol-3-yl)thiophene-2-carboxamide COC1=C(C=CC(=C1)NCCCN(CC)CC)NC1=CC(=NN1)C1=CC=C(S1)C(=O)N